1,5-bis(6-bromo-10-hexyl-10H-phenothiazin-3-yl)penta-1,4-dien-3-one BrC1=C2SC=3C=C(C=CC3N(C2=CC=C1)CCCCCC)C=CC(C=CC=1C=CC=2N(C3=CC=CC(=C3SC2C1)Br)CCCCCC)=O